FC1(CCN(CC1)C1=NC(=CC(=N1)NC(C1=CC(=NC=C1N1CCC2(CC2)CC1)NCCO)=O)C)F N-(2-(4,4-difluoropiperidin-1-yl)-6-methylpyrimidin-4-yl)-2-((2-hydroxyethyl)amino)-5-(6-azaspiro[2.5]octan-6-yl)isonicotinamide